ClC1=CC(=NC(=N1)C(F)(F)F)N(CC1CN(CCS1)S(=O)(=O)C)C 6-chloro-N-methyl-N-((4-(methylsulfonyl)thiomorpholin-2-yl)methyl)-2-(trifluoromethyl)pyrimidin-4-amine